acryloxy-1,2,4-naphthalenetricarboxylate C(C=C)(=O)OC1=C(C(=C2C=CC=CC2=C1C(=O)[O-])C(=O)[O-])C(=O)[O-]